FC1CN(C1)CCON1S(C2=C(OC3(C1)CC3)N=CC(=C2)C)(=O)=O (2-(3-fluoroazetidin-1-yl)ethoxy)-8'-methyl-2',3'-dihydrospiro[cyclopropane-1,4'-pyrido[2,3-b][1,4,5]oxathiazepine] 1',1'-dioxide